(para-isopropylphenyl)(1-hexyl)methylene(cyclopentadienyl)(2,7-di-tert-butylfluoren-9-yl)hafnium C(C)(C)C1=CC=C(C=C1)C(=[Hf](C1C2=CC(=CC=C2C=2C=CC(=CC12)C(C)(C)C)C(C)(C)C)C1C=CC=C1)CCCCCC